BrC1=CC=C(C=C1)\C=C\1/N=C(N(C1=O)CCNC(OC(C)(C)C)=O)C1=CC=CC=C1 tert-butyl N-{2-[(4Z)-4-[(4-bromophenyl)methylidene]-5-oxo-2-phenyl-4,5-dihydro-1H-imidazol-1-yl]ethyl}carbamate